OS1(N=CC=CC(=C1)CNC=1C(=NON1)N1C=NOC1=O)O 4-(((1,1-dihydroxy-1,2-thiazepin-6-yl)methyl)amino-1,2,5-oxadiazol-3-yl)-1,2,4-oxadiazol-5(4H)-one